N-hydroxy-4-(((1r,4r)-4-(3-(4-(trifluoromethoxy)phenyl)ureido)cyclohexyl)oxy)benzamide ONC(C1=CC=C(C=C1)OC1CCC(CC1)NC(=O)NC1=CC=C(C=C1)OC(F)(F)F)=O